(S)-7-acetamido-2,3-dimethoxy-1-trideuteromethoxy-N-methyl-9-oxo-5,6,7,9-tetrahydrobenzo[a]heptalen-10-carboxamide C(C)(=O)N[C@H]1CCC2=C(C3=CC=C(C(C=C13)=O)C(=O)NC)C(=C(C(=C2)OC)OC)OC([2H])([2H])[2H]